O1CCN(CC1)CCC1=CC=C(COCC#CCN2C(C3=CC=CC=C3C2=O)=O)C=C1 2-(4-((4-(2-Morpholinoethyl)benzyl)oxy)but-2-yn-1-yl)isoindoline-1,3-dione